(4-hydroxyphenyl)ethanamide OC1=CC=C(C=C1)CC(=O)N